5-oxo-2-[[4-(4H-1,2,4-triazol-4-yl)phenyl]formamido]pentanoic acid O=CCCC(C(=O)O)NC(=O)C1=CC=C(C=C1)N1C=NN=C1